N1(C=NC=C1)CCN Imidazole-1-ethylamine